1-(4-(2-chlorobenzyl)-3,4-dihydroquinoxaline-1(2H)-yl)-3-(4-methylpiperazin-1-yl)propan-1-one ClC1=C(CN2CCN(C3=CC=CC=C23)C(CCN2CCN(CC2)C)=O)C=CC=C1